6-ethyl-4-methoxybenzonitrile C(C)C1=CC(=CC=C1C#N)OC